CN(C(=O)C1=CC=C(C=C1)NC(C1=C(C=CC(=C1)[N+](=O)[O-])SC1=NN=NN1C)=O)C N-[4-(dimethylcarbamoyl)phenyl]-2-[(1-methyl-1H-1,2,3,4-tetrazol-5-yl)sulfanyl]-5-nitrobenzamide